FC1=CC=2C(=NC(=CN2)C2CN(CCC2)C(=O)OC(C)(C)C)N=C1O tert-butyl 3-(7-fluoro-6-hydroxy-pyrido[2,3-b]pyrazin-3-yl)piperidine-1-carboxylate